COC=1C=C(C=CC1OC1CC(C1)N(C)C)NC1=NC=CC(=N1)NC=1C=NC2=C(C=CC=C2C1)OC(F)(F)F 2-{3-methoxy-4-[(1r,3r)-3-(dimethylamino)cyclobutoxy]phenylamino}-4-(8-trifluoromethoxy-3-quinolylamino)pyrimidine